FC1=CC=C(CN2CCN(CC2)S(=O)(=O)N2C3(CN(CC2CC3)C(=O)OCCOC)C(=O)OCC)C=C1 1-ethyl 3-(2-methoxyethyl) 8-((4-(4-fluorobenzyl)piperazin-1-yl)sulfonyl)-3,8-diazabicyclo[3.2.1]octane-1,3-dicarboxylate